N-(4-((1-methoxy-2-methylpropan-2-yl)oxy)-2-(thiazol-5-yl)quinolin-6-yl)oxetan-3-carboxamide COCC(C)(C)OC1=CC(=NC2=CC=C(C=C12)NC(=O)C1COC1)C1=CN=CS1